pinacol diacetate C(C)(=O)OC(C)(C)C(C)(C)OC(C)=O